2-(2-((3R,4R)-3-Amino-4-fluoropiperidin-1-yl)-5,6-difluoro-1H-benzo[d]imidazol-1-yl)-1-(4-methylpiperidin-1-yl)ethan-1-on N[C@@H]1CN(CC[C@H]1F)C1=NC2=C(N1CC(=O)N1CCC(CC1)C)C=C(C(=C2)F)F